C[N+](CCCCCCCCCCCCCCCCCC)(CCCCCCCCCCCCCCCCCC)C Dimethyl-distearylammonium